O=C1CC[C@@H](N1C(=O)OC(C)(C)C)C(=O)OCC 1-tert-butyl 2-ethyl (2R)-5-oxopyrrolidine-1,2-dicarboxylate